NC1=C(C=C(C=C1C)C=1C(=C(C=CC1C(C)C)C(C)C)C1=CC(=C(C(=C1)C)N)C)C bis(4-amino-3,5-xylyl)-1,4-diisopropylbenzene